COC1=CC=C(C=C1)CN1C2C3=CC=4OCOC4C=C3C1C(C=C2)=O 15-[(4-Methoxyphenyl)methyl]-5,7-dioxa-15-azatetracyclo[9.3.1.02,10.04,8]pentadeca-2,4(8),9,13-tetraen-12-one